C(C=C)(=O)N[C@@H](CC1=CC=CC=C1)COC(C=C)=O N,O-bis-acryloyl-phenylalaninol